COCCNC1=CC=2N(C=C1)N=CC2C(=O)NC=2C(=CC=C(C2)C=2N=NN(N2)C2CC(C2)C(=O)OC)C methyl (1r,3r)-3-(5-(5-(5-((2-methoxyethyl)amino)pyrazolo[1,5-a]pyridine-3-carboxamido)-4-methylphenyl)-2H-tetrazol-2-yl)cyclobutane-1-carboxylate